(1S,2S)-2-(3-chlorophenyl)-N-(5-(((6-cyclopropyl-8-(4-methylpiperazin-1-yl)imidazo[1,2-a]pyridin-2-yl)methyl)amino)pyridazin-3-yl)cyclopropane-1-carboxamide ClC=1C=C(C=CC1)[C@@H]1[C@H](C1)C(=O)NC=1N=NC=C(C1)NCC=1N=C2N(C=C(C=C2N2CCN(CC2)C)C2CC2)C1